N-(2-(4-(tert-butoxycarbonyl)piperazin-1-yl)thiazole-4-carbonyl)-O-(tert-butyldimethylsilyl)-L-serine C(C)(C)(C)OC(=O)N1CCN(CC1)C=1SC=C(N1)C(=O)N[C@@H](CO[Si](C)(C)C(C)(C)C)C(=O)O